FC(OC1=CC=C(C=C1)C(C)N1C(C=2N(CC1CO)N=C1C2CN([C@@H](C1)C)C(=O)OC(C)(C)C)=O)F (3R)-tert-Butyl 9-(1-(4-(difluoromethoxy) phenyl) ethyl)-8-(hydroxymethyl)-3-methyl-10-oxo-3,4,7,8,9,10-hexahydropyrido[4',3':3,4]pyrazolo[1,5-a]pyrazine-2(1H)-carboxylate